N-(6-amino-5-methyl-3-pyridyl)-2-[(2R,5S)-5-methyl-2-(3,4,5-trifluorophenyl)-1-piperidyl]-2-oxo-acetamide NC1=C(C=C(C=N1)NC(C(=O)N1[C@H](CC[C@@H](C1)C)C1=CC(=C(C(=C1)F)F)F)=O)C